OC[C@@H]1[C@H](CC1)NC(OCC1=CC=CC=C1)=O benzyl ((1S,2S)-2-(hydroxymethyl)cyclobutyl)carbamate